N-(6-((1R,5S,6r)-6-carbamoyl-3-azabicyclo[3.1.0]hexan-3-yl)-2,2-dimethyl-2,3-dihydrobenzofuran-5-yl)pyrazolo[1,5-a]pyrimidine-3-carboxamide C(N)(=O)C1[C@H]2CN(C[C@@H]12)C1=CC2=C(CC(O2)(C)C)C=C1NC(=O)C=1C=NN2C1N=CC=C2